CN(C1CN(C1)C1=NC2=CC(=C3C(=C2C(=N1)N1CCN(CC1)C(C=C)=O)OCCC3)C3=C(C=CC=C3)C(F)(F)F)C 1-(4-(8-(3-(dimethylamino)azetidin-1-yl)-5-(2-(trifluoromethyl)phenyl)-3,4-dihydro-2H-pyrano[2,3-f]quinazolin-10-yl)piperazin-1-yl)prop-2-en-1-one